NCC(C[SiH2]C(OCCCC)OCCCC)C 3-amino-2-methylpropyl-(dibutoxymethylsilane)